CC(CCC=C(C)C)CCOC(=O)C=C(C)C CITRONELLYL METHYLCROTONATE